N-[3-(1,1-difluoroethyl)phenyl]-1-[4-(difluoromethoxy)-3-(2-pyridyl)phenyl]-3-methyl-pyrazole-4-carboxamide FC(C)(F)C=1C=C(C=CC1)NC(=O)C=1C(=NN(C1)C1=CC(=C(C=C1)OC(F)F)C1=NC=CC=C1)C